C1(=CC=CC=C1)C1=CC=CC=2N(C3=CC=CC(=C3C12)C1=CC=CC=C1)C1=CC=C(C=C1)C1=NC=C(C(=C1C1=CC=C(C=C1)N1C2=CC=CC(=C2C=2C(=CC=CC12)C1=CC=CC=C1)C1=CC=CC=C1)C=1C=C(C#N)C=CC1)C1=CC=C(C=C1)N1C2=CC=CC(=C2C=2C(=CC=CC12)C1=CC=CC=C1)C1=CC=CC=C1 3-(2,3,5-tris(4-(4,5-diphenyl-9H-carbazol-9-yl)phenyl)pyridin-4-yl)benzonitrile